8-bromoadenosine disodium salt [Na].[Na].BrC=1N([C@H]2[C@H](O)[C@H](O)[C@@H](CO)O2)C=2N=CN=C(C2N1)N